C(=C)OCCCCOC(=O)C=1C(=CC(=CC1)C(=O)OCCCCOC=C)C(=O)OCCCCOC=C 1,2,4-benzenetricarboxylic acid tris[4-(ethenyloxy)butyl]ester